benzyl (3S)-3-methyl-4-[[(3S)-pyrrolidin-3-yl]methyl]piperazine-1-carboxylate C[C@H]1CN(CCN1C[C@@H]1CNCC1)C(=O)OCC1=CC=CC=C1